Methyl-N-(tert-butoxycarbonyl)-O-(tert-butyl)-L-threonine CN([C@@H]([C@H](OC(C)(C)C)C)C(=O)O)C(=O)OC(C)(C)C